[C@H]12CC(C[C@H](CC1)N2)N(C2=CC=C(N=N2)C2=C(C=C(C=C2)N2N=C(N=C2)C)O)C 2-(6-(((1R,3S,5S)-8-azabicyclo[3.2.1]octan-3-yl)(methyl)amino)pyridazin-3-yl)-5-(3-methyl-1H-1,2,4-triazol-1-yl)phenol